C1(=C(C=CC=C1)P(OC1=C(C=CC=C1)C)(OC1=C(C=CC=C1)C)=O)C di(2-toluyl) (2-toluyl)phosphonate